(R)-4-(2-(4-(2-acetyl-5-chlorophenyl)-5-methoxy-2-oxopyridin-1(2H)-yl)-4-(tert-butoxy)butyrylamino)benzoic acid C(C)(=O)C1=C(C=C(C=C1)Cl)C1=CC(N(C=C1OC)[C@@H](C(=O)NC1=CC=C(C(=O)O)C=C1)CCOC(C)(C)C)=O